4-[3-(2-hydroxy-phenoxymethyl)-5-p-tolyl-pyrazol-1-yl]benzenesulfonamide OC1=C(OCC2=NN(C(=C2)C2=CC=C(C=C2)C)C2=CC=C(C=C2)S(=O)(=O)N)C=CC=C1